(tert-butyl)-2-phenylbenzofuran-3-carboxamide C(C)(C)(C)C1=CC=CC2=C1C(=C(O2)C2=CC=CC=C2)C(=O)N